(2E)-2-chloro-2-[(2,4-difluorophenyl)hydrazono]acetic acid ethyl ester C(C)OC(\C(=N/NC1=C(C=C(C=C1)F)F)\Cl)=O